1-(7-(spiro[2.5]octan-6-yloxy)-3,4-dihydroisoquinolin-2(1H)-yl)prop-2-en-1-one C1CC12CCC(CC2)OC2=CC=C1CCN(CC1=C2)C(C=C)=O